N2-(3,3-Dimethylbutyl)-6-(trifluoromethyl)pyrimidine-2,4-diamine CC(CCNC1=NC(=CC(=N1)N)C(F)(F)F)(C)C